7-(4-(3-fluoroazetidin-1-yl)-2-methylphenylamino)-2H-benzo[b][1,4]oxazin-3(4H)-one FC1CN(C1)C1=CC(=C(C=C1)NC=1C=CC2=C(OCC(N2)=O)C1)C